(1R,2S,5S)-3-((S)-3,3-dimethyl-2-(2,2,2-trifluoroacetamido)butanoyl)-N-((S)-hept-1-yn-3-yl)-6,6-dimethyl-3-azabicyclo[3.1.0]hexane-2-carboxamide CC([C@@H](C(=O)N1[C@@H]([C@H]2C([C@H]2C1)(C)C)C(=O)N[C@H](C#C)CCCC)NC(C(F)(F)F)=O)(C)C